CC1(CCN(CC1)C=1OC2=C(C=C(C=C2C(C1)=O)C)C(C)NC1=C(C(=O)O)C=CC=C1)C 2-((1-(2-(4,4-dimethylpiperidin-1-yl)-6-methyl-4-oxo-4H-chromen-8-yl)ethyl)amino)benzoic acid